OCCOC(C=C)=O.C12(CC(C1)C2)C(=O)N2[C@H]([C@H](C(C2)(F)F)NS(=O)(=O)C)CC2=C(C(=CC=C2)C2=NC(=NC(=C2)C)C)F N-[(2S,3R)-1-(bicyclo[1.1.1]pentane-1-carbonyl)-2-{[3-(2,6-dimethylpyrimidin-4-yl)-2-fluorophenyl]methyl}-4,4-difluoropyrrolidin-3-yl]methanesulfonamide (2-hydroxyethyl)acrylate